1-(2-((4-fluorophenyl)amino)-5-methylpyridin-4-yl)-1H-pyrrole-3-carboxamide FC1=CC=C(C=C1)NC1=NC=C(C(=C1)N1C=C(C=C1)C(=O)N)C